Oxygen nitrogen hydride N.[O]